ClC1=NC(=CC(=C1)C1=C(N=C(S1)NC(=O)N1CC(CC1)C(C)(C)O)C1=CC(=CC=C1)C#N)C N-[5-(2-chloro-6-methyl-4-pyridinyl)-4-(3-cyanophenyl)thiazol-2-yl]-3-(1-hydroxy-1-methyl-ethyl)pyrrolidine-1-carboxamide